ethyl 3-chloro-2-((4-fluoro-2-methylphenyl)-amino)benzoate ClC=1C(=C(C(=O)OCC)C=CC1)NC1=C(C=C(C=C1)F)C